C1(=CC=CC=C1)S(=O)(=O)N1C=CC=2C1=NC=CC2C2=CC=C(C=C2)NC(=O)[C@@H](CC(C)(C)C)NC(OC(C)(C)C)=O tert-Butyl N-[(1R)-1-[[4-[1-(benzenesulfonyl)pyrrolo[2,3-b]pyridin-4-yl]phenyl]carbamoyl]-3,3-dimethyl-butyl]carbamate